ClC1=C(C=C(C=N1)OC1CC(C1)N)C(F)(F)F (1r,3r)-3-((6-chloro-5-(trifluoromethyl)pyridin-3-yl)oxy)cyclobutan-1-amine